FC(C1=CC=C(C=C1)C1=CC(=NC=C1)\C=C/1\C(NC(S1)=O)=O)(F)F (Z)-5-((4-(4-(trifluoromethyl)phenyl)pyridin-2-yl)methylene)thiazolidin-2,4-dione